C[Si]1(CCN(CC1)C1=CC=C(C(=N1)C)NC1CC2(CC(C2)NC(OC(C)(C)C)=O)C1)C tert-butyl (6-((6-(4,4-dimethyl-1,4-azasilinan-1-yl)-2-methylpyridin-3-yl)amino)spiro[3.3]heptan-2-yl)carbamate